3-Chloro-1-(2-chloro-5-methyl-4-pyridinyl)-4-hydroxy-6-methyl-pyridin-2-one ClC=1C(N(C(=CC1O)C)C1=CC(=NC=C1C)Cl)=O